C(C)C=1C=C(C=CC1)C=1C=C(C(=NC1)C(=O)N1CCC(CC1)CN1CCN(CC1)CC(=O)N1CCN(CC1)C(=O)C=1C=C(CC2=NNC(C3=CC=CC=C23)=O)C=CC1F)C(F)(F)F 4-(3-(4-(2-(4-((1-(5-(3-ethylphenyl)-3-(trifluoromethyl)picolinoyl)piperidin-4-yl)methyl)piperazin-1-yl)acetyl)piperazine-1-carbonyl)-4-fluorobenzyl)phthalazin-1(2H)-one